FC=1C=C(C=C(C1F)OC)B1OC(C(O1)(C)C)(C)C 2-(3,4-difluoro-5-methoxy-phenyl)-4,4,5,5-tetramethyl-1,3,2-dioxaborolane